[Cl-].O=C1N[C@]2(COC1)[C@@H]([NH2+]CCC2)COC2CCC(CC2)C2=C(C(=CC=C2)F)OCCC(=O)O |o1:4,8| Rel-(6S,7R)-2-oxo-7-({[(1s,4s)-4-[2-(2-carboxyethoxy)-3-fluorophenyl]cyclohexyl]oxy}methyl)-4-oxa-1,8-diazaspiro[5.5]undecan-8-ium chloride